1-(trans-3-methoxycyclobutyl)-3-methyl-8-(6-((2-(pyrrolidin-1-yl)ethoxy)methyl)pyridin-3-yl)-1H-imidazo[4,5-c]cinnolin-2(3H)-one CO[C@@H]1C[C@H](C1)N1C(N(C=2N=NC=3C=CC(=CC3C21)C=2C=NC(=CC2)COCCN2CCCC2)C)=O